N1=CN=CC2=C1NC1=CC(=CC=C21)C#N 9H-Pyrimido[4,5-b]indole-7-nitrile